C(N)(O[C@@H](C(=O)N1CCC2(CC(OC2=O)CCN2CCN(CC2)C2=CC(=CC=C2)Cl)CC1)C(C)(C)C)=O (R)-(tert-butyl 2-(3-(2-(4-(3-chlorophenyl) piperazin-1-yl) ethyl)-1-oxo-2-oxa-8-azaspiro[4.5]decan-8-yl)-2-oxoethyl) carbamate